tricosylic acid C(CCCCCCCCCCCCCCCCCCCCCC)(=O)O